4-{(6-{[5-Cyclopropyl-1-(oxan-2-yl)-1H-pyrazol-3-yl]amino}-5-methoxy-1,2-benzoxazol-3-yl)[(4-methoxyphenyl)methyl]sulfamoyl}-3,5-dimethoxy-N,N-dimethylbenzamide C1(CC1)C1=CC(=NN1C1OCCCC1)NC1=CC2=C(C(=NO2)N(S(=O)(=O)C2=C(C=C(C(=O)N(C)C)C=C2OC)OC)CC2=CC=C(C=C2)OC)C=C1OC